COC1=CC=C(CNC=2C(=CC=3N=CN=C(C3N2)C=2C(=NN(C2)C)C2=CC=CC=C2)O)C=C1 6-((4-methoxybenzyl)amino)-4-(1-methyl-3-phenyl-1H-pyrazol-4-yl)pyrido[3,2-d]pyrimidin-7-ol